5-[(4R,10bS)-8-[(6S)-6-hydroxy-1,4-diazacycloheptan-1-yl]-4-methyl-3,4,6,10b-tetrahydro-1H-pyrazino[2,1-a]isoindol-2-yl]quinoline-8-carbonitrile O[C@H]1CNCCN(C1)C=1C=C2CN3[C@@H](C2=CC1)CN(C[C@H]3C)C3=C1C=CC=NC1=C(C=C3)C#N